CC=1C(=NC=C(C1)C)N1CCN(CC1)C(=O)C=1C=CC(=NC1)C1(C(NC(C1)=O)=O)COC 3-{5-[4-(3,5-dimethylpyridin-2-yl)piperazine-1-carbonyl]pyridin-2-yl}-3-methoxymethylpyrrolidine-2,5-dione